4-(1-benzyl-3-methyl-1H-indol-6-yl)-3,5-dimethylisoxazole C(C1=CC=CC=C1)N1C=C(C2=CC=C(C=C12)C=1C(=NOC1C)C)C